ClC1=C(C(=CC=C1)Cl)C#CC=1C=C2CCC(C2=CC1)O 5-((2,6-dichlorophenyl)ethynyl)-2,3-dihydro-1H-inden-1-ol